NC(C(=O)NO)CC 2-amino-N-hydroxy-butyramide